4-cyano-2-ethoxybenzene-1-sulfonyl chloride C(#N)C1=CC(=C(C=C1)S(=O)(=O)Cl)OCC